6-chloro-7-((2R)-2-(((3-chloropyridin-2-yl)oxy)methyl)-4-cycloprop-oxypyrrolidin-1-yl)-1-(6-(3-(dimethyl-amino)azetidin-1-yl)pyridin-3-yl)-4-oxo-1,4-dihydro-quinoline-3-carboxylic acid ClC=1C=C2C(C(=CN(C2=CC1N1[C@H](CC(C1)OC1CC1)COC1=NC=CC=C1Cl)C=1C=NC(=CC1)N1CC(C1)N(C)C)C(=O)O)=O